5-oxa-2-azaspiro[3.5]nonane hydrochloride Cl.C1NCC12OCCCC2